OC1=C(C=CC(=C1)C(F)(F)F)C1=C(C=C(N=N1)N[C@H]1CN(CCC1)CC(=O)N1CC2(C1)CCC(CC2)O)C (R)-2-(3-((6-(2-Hydroxy-4-(trifluoromethyl)phenyl)-5-methylpyridazin-3-yl)amino)piperidin-1-yl)-1-(7-hydroxy-2-azaspiro[3.5]nonan-2-yl)ethan-1-one